1-(benzyloxy)-9-fluoro-3-iodo-7,12-dihydro-6,13-methanobenzo[g]pyrido[1,2-b][1,2,5]triazonine-2,14-dione C(C1=CC=CC=C1)OC=1C(C(=CN2N3CC4=C(CN(C(C21)=O)C3)C=CC(=C4)F)I)=O